2-(1-methyl-1H-pyrazol-4-yl)pyrimidin-4-amine CN1N=CC(=C1)C1=NC=CC(=N1)N